2-chloro-4-((2-fluoro-5-nitrophenyl)amino)-N-methyl-N-phenylpyrimidine-5-carboxamide ClC1=NC=C(C(=N1)NC1=C(C=CC(=C1)[N+](=O)[O-])F)C(=O)N(C1=CC=CC=C1)C